4-(benzenesulfonyl)-N-(pyridin-4-yl)benzamide C1(=CC=CC=C1)S(=O)(=O)C1=CC=C(C(=O)NC2=CC=NC=C2)C=C1